C(C)(C)(C)OC(NC(CO)C1=CC(=NC=C1)OC(F)F)=O.CC1=CC(=NC=C1)C1=CC=C(C=C1)C 4-methyl-2-(p-tolyl)pyridine tert-butyl-N-(1-(2-(difluoromethoxy)pyridin-4-yl)-2-hydroxyethyl)carbamate